2,2-diethyl-6-(3-(3-methylthiophen-2-yl)-1,2,4-oxadiazol-5-yl)chroman-4-one C(C)C1(OC2=CC=C(C=C2C(C1)=O)C1=NC(=NO1)C=1SC=CC1C)CC